(1R,2S,3R,5R)-3-(4-amino-5-(4-benzylthiazol-2-yl)-7H-pyrrolo[2,3-d]pyrimidin-7-yl)-5-(piperidin-3-yl)cyclopentane-1,2-diol NC=1C2=C(N=CN1)N(C=C2C=2SC=C(N2)CC2=CC=CC=C2)[C@H]2[C@@H]([C@@H]([C@H](C2)C2CNCCC2)O)O